C(C)OC1=C(C(=CC(=N1)C1=NC=CC=C1)C1=CC=C(C=C1)OC)C#N 6-Ethoxy-4-(4-methoxy-phenyl)-[2,2']bipyridinyl-5-carbonitrile